4-amino-N-(1-((3-chloro-2-fluorophenyl)amino)-6-methylisoquinolin-5-yl)-6-(4-methylpiperazin-1-yl)quinazoline-8-carboxamide NC1=NC=NC2=C(C=C(C=C12)N1CCN(CC1)C)C(=O)NC1=C2C=CN=C(C2=CC=C1C)NC1=C(C(=CC=C1)Cl)F